FCC(C(=C(F)F)F)(F)F Cis-hexafluorobutene